ClC12CC(C1)(C2)NC(=O)C=2C=CC(=NC2)C=2N=NN(C2NC(O[C@H](C)C=2C(=NC=CC2)Cl)=O)C (R)-1-(2-chloro-pyridin-3-yl)-ethyl (4-(5-((3-chlorobicyclo-[1.1.1]pentan-1-yl)carbamoyl)-pyridin-2-yl)-1-methyl-1H-1,2,3-triazol-5-yl)carbamate